CN(C1(CCC2(CN(C(N2C[C@@H](C)O)=O)CC2=CC=C(C=C2)OC)CC1)C1=CC=CC=C1)C cis-8-dimethylamino-1-[(2R)-2-hydroxy-propyl]-3-[(4-methoxyphenyl)-methyl]-8-phenyl-1,3-diazaspiro[4.5]decan-2-one